C1=CC=C(C=2SC3=C(C21)C=CC=C3)C3=CC=C(C=C3)C3=CC=C(C=C3)B(O)O 4'-(dibenzothiophen-4-yl)-4,1'-biphenylboronic acid